cadmium tricarbohydrazide perchlorate Cl(=O)(=O)(=O)[O-].NNC(=O)NN.NNC(=O)NN.NNC(=O)NN.[Cd+2].Cl(=O)(=O)(=O)[O-]